(R)-3-(difluoromethyl)-N-(1-(3-(3-fluorophenyl)-1,2,4-oxadiazol-5-yl)ethyl)-1-methyl-1H-pyrazole-4-carboxamide FC(C1=NN(C=C1C(=O)N[C@H](C)C1=NC(=NO1)C1=CC(=CC=C1)F)C)F